ClC1=CC=C(C=C1)N1C(=CC=2C1=CN=CC2)C=2C=NC(=NC2)N2CCOCC2 4-{5-[1-(4-Chlorophenyl)-1H-pyrrolo[2,3-c]pyridin-2-yl]pyrimidin-2-yl}morpholine